methyl (2E)-2-[[3-[2-[3-(trifluoromethyl)anilino]thiazol-4-yl]phenyl]hydrazono]propanoate FC(C=1C=C(NC=2SC=C(N2)C=2C=C(C=CC2)N\N=C(\C(=O)OC)/C)C=CC1)(F)F